[C@@H]1([C@@H](C1)C=1C=2N(N=C(C1)C=1C(NC(NC1)=O)=O)C=CC2F)C2CC2 5-(4-((1S,2R)-[1,1'-bi(cyclopropane)]-2-yl)-5-fluoropyrrolo[1,2-b]pyridazin-2-yl)pyrimidine-2,4(1H,3H)-dione